3,4-dimethyl-2-cyclopentanone CC1C(CCC1C)=O